3-fluoro-7-((isobutylamino)methyl)-1H-pyrrolo[3,2-b]pyridine-5-carbonitrile FC1=CNC=2C1=NC(=CC2CNCC(C)C)C#N